(1R,5S,6r)-3,3-Difluoro-N-methoxy-N-methylbicyclo[3.1.0]hexane-6-carboxamide FC1(C[C@H]2C([C@H]2C1)C(=O)N(C)OC)F